Ethyl 5-cyano-4-(2-((3-(2,6-dioxopiperidin-3-yl)-1-methyl-1H-indazol-7-yl)oxy)-acetamido)-2-(methylthio)thiophene-3-carboxylate C(#N)C1=C(C(=C(S1)SC)C(=O)OCC)NC(COC=1C=CC=C2C(=NN(C12)C)C1C(NC(CC1)=O)=O)=O